O=C1NC(CCC1NC1=NN(C(=C1)/C=C/CNC(OC(C)(C)C)=O)C)=O tert-butyl (E)-(3-(3-((2,6-dioxopiperidin-3-yl)amino)-1-methyl-1H-pyrazol-5-yl)allyl)carbamate